ClC=1C=C(C=2N(N1)C(=CN2)C(=O)OCC)Cl 1-Ethyl 6,8-dichloroimidazo[1,2-b]pyridazine-3-carboxylate